2,2-dimethyl-N-(5-methyl-5-azaspiro[2.5]oct-8-yl)-3-((3-(trifluoromethoxy)pyridin-2-yl)oxy)propanamide CC(C(=O)NC1CCN(CC12CC2)C)(COC2=NC=CC=C2OC(F)(F)F)C